tert-Butylcatechol C(C)(C)(C)C1=C(C(O)=CC=C1)O